(3R,4S)-3-amino-1-(N-(azetidin-3-yl)-N-(2,2,2-trifluoroethyl)sulfamoyl)-4-(3-boronopropyl)pyrrolidine-3-carboxylic acid, 2,2,2-trifluoroacetic acid salt FC(C(=O)O)(F)F.N[C@]1(CN(C[C@@H]1CCCB(O)O)S(N(CC(F)(F)F)C1CNC1)(=O)=O)C(=O)O